C12(CC(C1)C2)NC([C@H](CC2CCCC2)NC(=O)C2=CN=C(S2)[C@@H](C)NC=2C(=NC=C(C2)Cl)C)=O (2S)-N-{bicyclo[1.1.1]pentan-1-yl}-2-({2-[(1R)-1-[(5-chloro-2-methylpyridin-3-yl)amino]ethyl]-1,3-thiazol-5-yl}formamido)-3-cyclopentylpropanamide